C(C)(C)(C)OC(=O)C1=NN(C=C1Cl)C(=O)N1CCC2(CCN(C2)C(=O)OC(C)(C)C)CC1 tert-butyl 8-(3-(tert-butoxycarbonyl)-4-chloro-1H-pyrazole-1-carbonyl)-2,8-diazaspiro[4.5]decane-2-carboxylate